C1(CC1)C(=O)NC=1C=C2C(=CN=C(C2=CN1)NC)C=1OC2=C(N1)C=C(C=C2)C(=O)OC methyl 2-(6-(cyclopropanecarboxamido)-1-(methylamino)-2,7-naphthyridin-4-yl)benzo[d]oxazole-5-carboxylate